C(#N)C1=C(C=CC=C1)C1=CC(=CN1)S(=O)(=O)NC1=C(C=C(C(=C1)F)C(F)(F)F)F 5-(2-cyanophenyl)-N-[2,5-difluoro-4-(trifluoromethyl)phenyl]-1H-pyrrole-3-sulfonamide